COC1=NC=CC=C1C1OCCC(=C1)B1OC(C(O1)(C)C)(C)C 2-methoxy-3-(4-(4,4,5,5-tetramethyl-1,3,2-dioxaborolan-2-yl)-5,6-dihydro-2H-pyran-2-yl)pyridine